tert-butyl 4-[azido(4,5-dichloro-2-methoxyphenyl)methyl]piperidine-1-carboxylate N(=[N+]=[N-])C(C1CCN(CC1)C(=O)OC(C)(C)C)C1=C(C=C(C(=C1)Cl)Cl)OC